C(#N)N1CC2=C(C=C(C=C2C1)C(=O)N(C)C)C1=CC=C(C=C1)C#N 2-cyano-7-(4-cyanophenyl)-N,N-dimethylisoindoline-5-carboxylic acid amide